[Na].C1(CC1)C1=NC2=CC=CC=C2C(=C1C=C[C@H](C[C@H](CC(=O)O)O)O)C1=CC=C(C=C1)F (3R,5S)-7-[2-cyclopropyl-4-(4-fluorophenyl)quinolin-3-yl]-3,5-dihydroxyl-6-heptenoic acid sodium